7-(5-(5-((1R,5S)-9-acetyl-3-oxa-7,9-diazabicyclo[3.3.1]nonan-7-yl)-1,3,4-thiadiazol-2-yl)-4-(isopropylamino)pyridin-2-yl)pyrrolo[1,2-b]pyridazine-3-carbonitrile C(C)(=O)N1[C@H]2COC[C@@H]1CN(C2)C2=NN=C(S2)C=2C(=CC(=NC2)C2=CC=C1N2N=CC(=C1)C#N)NC(C)C